N-(5-(1-(2,6-difluorobenzyl)-5-((dimethylamino)methyl)-6-(4-(3-methoxyureido)phenyl)-2,4-dioxo-1,2-dihydrothieno[2,3-d]pyrimidin-3(4H)-yl)pyridin-2-yl)-N-methylmethanesulfonamide FC1=C(CN2C(N(C(C3=C2SC(=C3CN(C)C)C3=CC=C(C=C3)NC(=O)NOC)=O)C=3C=CC(=NC3)N(S(=O)(=O)C)C)=O)C(=CC=C1)F